OC(C)(C)C1=NC=CC(=C1)N1[C@H]([C@H](CC1)NS(=O)(=O)C)CO[C@@H]1CC[C@@H](CC1)C1=CC=CC=C1 N-((2R,3S)-1-(2-(2-hydroxypropan-2-yl)pyridin-4-yl)-2-((((CIS)-4-phenylcyclohexyl)oxy)methyl)pyrrolidin-3-yl)methanesulfonamide